N(=[N+]=[N-])C1=CC=C(CO)C=C1 para-azidobenzyl alcohol